7-(1-ethyl-5-methyl-1H-pyrazole-4-yl)-8-fluoro-4-(4-((methylamino)methyl)-5-(tetrahydro-2H-pyran-4-yl)thiazol-2-yl)isoquinoline-1-Amine C(C)N1N=CC(=C1C)C1=CC=C2C(=CN=C(C2=C1F)N)C=1SC(=C(N1)CNC)C1CCOCC1